C(C)(C)C1CCC(CC1)OCC(CO)O 3-(4-isopropylcyclohexyloxy)-1,2-propanediol